FC1=C(C=C(C=C1)F)C(CC#CC#CC=1C=CNC1)N1C(C2=C(C=CC=C2C1)F)=O 4-(6-(2,5-difluorophenyl)-6-(7-fluoro-1-oxoisoindoline-2-yl)hexa-1,3-diyn-1-yl)-1H-pyrrole